C(C)OC(C(C)OCC)=O Ethoxypropionic acid ethyl ester